OCC=1C=C(C#N)C=CC1[C@@H]1C2=C(N(C(N1C)=O)C1=CC(=CC=C1)C(F)(F)F)CCNC2=O |r| racemic-3-(hydroxymethyl)-4-{3-methyl-2,5-dioxo-1-[3-(trifluoromethyl)phenyl]-1H,2H,3H,4H,5H,6H,7H,8H-pyrido[4,3-d]pyrimidin-4-yl}benzonitrile